(tert-amyl)-2,5,6,7-tetrahydro-4H-pyrazolo[4,3-c]pyridin-4-one C(C)(C)(CC)N1N=C2C(C(NCC2)=O)=C1